ClC=1C=NC=C(C1C1(CC1)C(=O)N[C@H](C(=O)O)CCN(CCCCC1=NC=2NCCCC2C=C1)C[C@@H](CF)OC)C#N (S)-2-(1-(3-chloro-5-cyanopyridin-4-yl)cyclopropane-1-carboxamido)-4-(((S)-3-fluoro-2-methoxypropyl)(4-(5,6,7,8-tetrahydro-1,8-naphthyridin-2-yl)butyl)amino)butanoic acid